4-(dimethylamino)pyridine-N-oxide CN(C1=CC=[N+](C=C1)[O-])C